ClC=1C(=NC(=NC1)NC1CCOCC1)C1=CC=C2CN(C(C2=C1)=O)CC(=O)NCC(C1=C(C=CC=C1)C)O 2-(6-{5-chloro-2-[(oxan-4-yl)amino]pyrimidin-4-yl}-1-oxo-2,3-dihydro-1H-isoindol-2-yl)-N-[2-hydroxy-2-(2-methylphenyl)ethyl]-acetamide